6-(Azetidin-1-yl)-N-[(5-sec-butyl-2-ethoxyphenyl)sulfonyl]-4-fluoro-1-benzofuran-2-carboxamide N1(CCC1)C1=CC2=C(C=C(O2)C(=O)NS(=O)(=O)C2=C(C=CC(=C2)C(C)CC)OCC)C(=C1)F